C(CCCC)N1N=CC=2C1=NC(=NC2NC=2N=CN(C2)C2=CC(=C(C(=C2)OC)OC)OC)C(=C)C 1-pentyl-6-(prop-1-en-2-yl)-N-(1-(3,4,5-trimethoxyphenyl)-1H-imidazol-4-yl)-1H-pyrazolo[3,4-d]Pyrimidine-4-amine